(E)-2-(3-(2-cyano-2-(6-methoxy-3H-imidazo[4,5-c]pyridin-2-yl)vinyl)-2,5-dimethyl-1H-pyrrol-1-yl)-4,5-dimethylfuran-3-carbonitrile C(#N)\C(=C/C1=C(N(C(=C1)C)C=1OC(=C(C1C#N)C)C)C)\C1=NC2=C(C=NC(=C2)OC)N1